O1COC2=C1C=CC(=C2)C2=NC=C(C=C2N2CC1(C2)CC(C1)C(=O)O)CCCOC 2-(2-(benzo[d][1,3]dioxol-5-yl)-5-(3-methoxypropyl)pyridin-3-yl)-2-azaspiro[3.3]heptane-6-carboxylic acid